(2Z)-3-amino-3-(4-chlorophenyl)-1-phenylprop-2-en-1-one N\C(=C/C(=O)C1=CC=CC=C1)\C1=CC=C(C=C1)Cl